(R)-2-formylmorpholine-4-carboxylic acid tert-butyl ester C(C)(C)(C)OC(=O)N1C[C@@H](OCC1)C=O